2,6-di-tert-butyl-4-methylphenyl-2,4-di-tert-octyl-phenyl-pentaerythritol diphosphite OP(O)OP(O)O.C(C)(C)(C)C1=C(C(=CC(=C1)C)C(C)(C)C)C(O)(C(CO)(CO)CO)C1=C(C=C(C=C1)C(C)(C)CC(C)(C)C)C(C)(C)CC(C)(C)C